ClC1=C(C=CC=C1N1ONC2=NC(=CN=C2O1)Cl)NC(=O)C1=NN(C=C1)C N-(2-chloro-3-(7-chloro-2,4-Dioxa-1,2-dihydropteridin-3(4H)-yl)phenyl)-1-methyl-1H-pyrazole-3-carboxamide